N-(4-(4-(3-(3-fluorophenethyl)ureido)phenoxy)-7-methoxyquinazolin-6-yl)-3-methyl-2-butenamide FC=1C=C(CCNC(NC2=CC=C(OC3=NC=NC4=CC(=C(C=C34)NC(C=C(C)C)=O)OC)C=C2)=O)C=CC1